ClC1=C(C=C(C=C1)N1CCC(CC1)N1CCN(CC1)C1=C(C=C(C(=C1)OC)[N+](=O)[O-])F)F 1-(1-(4-Chloro-3-fluorophenyl)piperidin-4-yl)-4-(2-fluoro-5-methoxy-4-nitrophenyl)piperazine